N-[2-(dimethylamino)ethyl]-N-methyl-piperidine-3-carboxamide CN(CCN(C(=O)C1CNCCC1)C)C